N1-(5-bromopyridin-2-yl)ethane-1,2-diamine BrC=1C=CC(=NC1)NCCN